FC1=C(C=C(C=C1)F)C(CC#CC#CC=1C=2N(C=CC1C(=O)N)N=CC2)C=2C(N(C=CC2)C)=O 4-(6-(2,5-Difluorophenyl)-6-(1-methyl-2-oxo-1,2-dihydropyridin-3-yl)hex-1,3-diyn-1-yl)pyrazolo[1,5-a]pyridine-5-carboxamide